[Br-].[NH4+].C(CCCCCCCCCCCCCCC)C(C(C(=O)N)=C(CCC)C)C cetyl-dimethylpropyl-methacrylamide ammonium bromide